C1(CCC1)CNCC1=C(CN2C(NC(C3=C2C=CN3)=O)=S)C=CC=C1 1-(2-{[(cyclobutylmethyl)amino]methyl}benzyl)-2-thioxo-1,2,3,5-tetrahydro-4H-pyrrolo[3,2-d]pyrimidin-4-one